C(=O)(OCC1C2=CC=CC=C2C2=CC=CC=C12)C([C@@H](C(=O)O)N)SSC[C@@H](C(=O)O)N FMOC-L-cystine